trans-N-ethyl-2-(((cis-4-(2-fluorophenyl)cyclohexyl)oxy)-methyl)-3-((methylsulfonyl)amino)piperidine-1-carboxamide C(C)NC(=O)N1[C@H]([C@@H](CCC1)NS(=O)(=O)C)CO[C@@H]1CC[C@@H](CC1)C1=C(C=CC=C1)F